(S)-N-((S)-1-(5-(2-methoxy-1,5-naphthyridin-3-yl)-1H-imidazol-2-yl)-7-oxononyl)-6-methyl-6-azaspiro[2.5]octane-1-carboxamide COC1=NC2=CC=CN=C2C=C1C1=CN=C(N1)[C@H](CCCCCC(CC)=O)NC(=O)[C@H]1CC12CCN(CC2)C